2-(4-cyclopropyl-6-methoxypyrimidin-5-yl)-6-[1-(1-methylazetidin-3-yl)pyrazol-4-yl]pyrido[2,3-d]pyrimidin-7-one C1(CC1)C1=NC=NC(=C1C=1N=CC=2C(N1)=NC(C(C2)C=2C=NN(C2)C2CN(C2)C)=O)OC